ClC1=CC=C2C(=CNC2=C1C1=NN(C=C1)C)S(=O)(=O)NC1=NC(=C(C(=N1)OC)OCCF)OC 6-chloro-N-[5-(2-fluoroethoxy)-4,6-dimethoxy-pyrimidin-2-yl]-7-(1-methylpyrazol-3-yl)-1H-indole-3-sulfonamide